S(=O)(=O)([O-])C1=CC=C(Br)C=C1 brosylate